C(C)(C)(C)OC(=O)O[C@@H]1[C@H]([C@H](N(C1)C(=O)OC(C)(C)C)CC1=CC=C(C=C1)OC)OC(NCCC1=NOC=C1)=O tert-butyl (2R,3S,4S)-4-[(tert-butoxycarbonyl)oxy]-2-[(4-methoxyphenyl)methyl]-3-({[2-(1,2-oxazol-3-yl)ethyl]carbamoyl}oxy)pyrrolidine-1-carboxylate